(2S,2'S,2''S)-3,3',3''-((nitrilotris(methylene))tris(benzo[b]thiophene-5,2-diyl))tris(2-((R)-pyrrolidin-3-yl)propionic acid) N(CC1=CC2=C(SC(=C2)C[C@H](C(=O)O)[C@@H]2CNCC2)C=C1)(CC1=CC2=C(SC(=C2)C[C@H](C(=O)O)[C@@H]2CNCC2)C=C1)CC1=CC2=C(SC(=C2)C[C@H](C(=O)O)[C@@H]2CNCC2)C=C1